10,11-dihydroxy-2,2,6a,6b,9,9,12a-heptamethyl-1,3,4,5,6,6a,7,8,8a,10,11,12,13,14b-tetradecahydropicene-4a-carboxylic acid OC1C(C2CCC3(C4(CCC5(CCC(CC5C4=CCC3C2(CC1O)C)(C)C)C(=O)O)C)C)(C)C